BrC=1C(=C(C=C(C1)C(F)(F)F)[C@H](CC(=O)OCC)NC(=O)OC(C)(C)C)F Ethyl (S)-3-(3-bromo-2-fluoro-5-(trifluoromethyl)phenyl)-3-((tert-butoxycarbonyl)amino)propanoate